C(=O)(O)C1=CC(=C(C=C1C(=O)O)C=1C=C(C(C(=O)O)=CC1OC1=CC=C(C=C1)C1=CC=C(C=C1)C=CC(C1=CC=CC=C1)=O)C(=O)O)OC1=CC=C(C=C1)C1=CC=C(C=C1)C=CC(C1=CC=CC=C1)=O 4-[4,5-Dicarboxy-2-[4-[4-(3-oxo-3-phenylprop-1-enyl)phenyl]phenoxy]phenyl]-5-[4-[4-(3-oxo-3-phenylprop-1-enyl)phenyl]phenoxy]phthalic acid